2-(2,6-dioxopiperidin-3-yl)-5-(4-hydroxy-1-(2-hydroxy-2-phenylethyl)piperidin-4-yl)isoindoline-1,3-dione O=C1NC(CCC1N1C(C2=CC=C(C=C2C1=O)C1(CCN(CC1)CC(C1=CC=CC=C1)O)O)=O)=O